OC[C@]1(OC2[C@H](O)[C@@H](O)[C@H](O)[C@H](O2)CO)[C@@H](O)[C@H](O)[C@H](O1)CO D-glucopyranosyl-(1→2) β-D-fructofuranoside